P(=O)([O-])([O-])[O-].[Cr+3].[Al+3].[Li+] Lithium aluminum chromium phosphate